NCCCCC(NC(CCOCCOCCOCCNC(OCC1C2=CC=CC=C2C=2C=CC=CC12)=O)=O)C(NC(C(=O)O)CCCCNC(CCCC1=CC=C(C=C1)CC(C)C)=O)=O 18-(4-aminobutyl)-1-(9H-fluoren-9-yl)-21-(4-(4-(4-isobutylphenyl)butanamido)butyl)-3,16,19-trioxo-2,7,10,13-tetraoxa-4,17,20-triazadocosan-22-oic acid